1-benzyl-4-[6-(2-ethoxyphenyl)-5-fluoropyridin-3-yl]piperidine-4-carboxylic acid C(C1=CC=CC=C1)N1CCC(CC1)(C(=O)O)C=1C=NC(=C(C1)F)C1=C(C=CC=C1)OCC